N-phenyl-3-aminopropylmethyldiethoxysilane C1(=CC=CC=C1)NCCC[Si](OCC)(OCC)C